FS(=O)(=O)N[C@@](CC1=CC=CC=C1)(C(=O)OC)C methyl (S)-N-fluorosulfonyl-α-methylphenylalaninate